bis(2,2'-bipyridine-4,4'-dicarboxylic acid) ruthenium (II) [Ru+2].N1=C(C=C(C=C1)C(=O)O)C1=NC=CC(=C1)C(=O)O.N1=C(C=C(C=C1)C(=O)O)C1=NC=CC(=C1)C(=O)O